COC=1C(CC23C(=CN=C2C1)C=CC=C3)=O 3-methoxy-1H-benzo[c]indol-2-one